CC1=C(C#N)C=CC=C1C(C)NC1=NN=C(C2=CC(=C(C=C12)NC)C(=O)N1CCOCCC1)C 2-Methyl-3-(1-((4-methyl-7-(methylamino)-6-(1,4-oxazepane-4-carbonyl)phthalazin-1-yl)amino)ethyl)benzonitrile